(R)-2-fluoro-4-(((6-fluoro-8-methyl-4-oxochroman-7-yl)oxy)(pyridin-4-yl)methyl)benzamide FC1=C(C(=O)N)C=CC(=C1)[C@@H](C1=CC=NC=C1)OC1=C(C=C2C(CCOC2=C1C)=O)F